CN1C=C(C(C2=CC=C(C=C12)N1C(CN(CC1)C(=O)OCCCC)=O)=O)CN(CC1=CC(=NC=C1)C)[C@@H]1CN(CCC1)C=1C=NC(=CC1)C butyl 4-[1-methyl-3-({[(3S)-1-(6-methylpyridin-3-yl)piperidin-3-yl][(2-methylpyridin-4-yl)methyl]amino}methyl)-4-oxo-1,4-dihydroquinolin-7-yl]-3-oxopiperazine-1-carboxylate